5-(morpholine-4-sulfonyl)-pyridin-2-ylamine N1(CCOCC1)S(=O)(=O)C=1C=CC(=NC1)N